4-ethyl-9-fluoro-1-thioxo-2,4-dihydro-[1,2,4]triazolo[4,3-a]quinazolin-5(1H)-one C(C)N1C=2N(C3=C(C=CC=C3C1=O)F)C(NN2)=S